6-(4,6-diethoxypyrimidin-5-yl)-1-(4-(1-ethyl-4-(trifluoromethyl)-1H-imidazol-2-yl)benzyl)-1H-pyrazolo[3,4-d]pyrimidine C(C)OC1=NC=NC(=C1C1=NC=C2C(=N1)N(N=C2)CC2=CC=C(C=C2)C=2N(C=C(N2)C(F)(F)F)CC)OCC